COC1=C(C(=C2C(=N1)CNC2)C)C 2-methoxy-3,4-dimethyl-6,7-dihydro-5H-pyrrolo[3,4-b]Pyridine